BrC1=C(C=C(OC2CCC(CC2)O[Si](C2=CC=CC=C2)(C2=CC=CC=C2)C(C)(C)C)C=C1)C (((1r,4r)-4-(4-bromo-3-methylphenoxy)cyclohexyl)oxy)(tert-butyl)diphenylsilane